CS(=O)(=O)C1=CC=C(CN(C2CC3=C(N(N=C3CC2)C2=NC=CC=C2)O)C)C=C1 5-[(4-methylsulfonylbenzyl)methylamino]-2-(pyridin-2-yl)-4,5,6,7-tetrahydro-2H-indazol-3-ol